ClC1=C(C=C(C=C1)F)C1N(C(C2=C3C(=CC(=C12)C1=C(C(=O)N)C=C(C=C1F)C(F)(F)F)SC(=N3)C)=O)CC3=CC=C(C=C3)OC [6-(2-chloro-5-fluorophenyl)-7-[(4-methoxyphenyl)methyl]-2-methyl-8-oxo-7,8-dihydro-6H-[1,3]thiazolo[4,5-e]isoindol-5-yl]-3-fluoro-5-(trifluoromethyl)benzamide